ClC1=C(OCC=2C(=C(C(=O)O)C=CC2)F)C=CC(=C1)Cl 3-((2,4-dichlorophenoxy)methyl)-2-fluorobenzoic acid